2-chloro-4-(4-(5-(trifluoromethyl)pyrimidin-2-yl)piperazin-1-yl)-1,3,5-triazine ClC1=NC=NC(=N1)N1CCN(CC1)C1=NC=C(C=N1)C(F)(F)F